2-amino-6-cyclopropyl-1-(6-fluoro-5-methyl-1H-indazol-4-yl)pyrrolo[3,2-c]pyridine-3-carboxamide NC1=C(C=2C=NC(=CC2N1C1=C2C=NNC2=CC(=C1C)F)C1CC1)C(=O)N